2-[1-(3,5-difluorophenyl)pyrazol-3-yl]propanoic acid FC=1C=C(C=C(C1)F)N1N=C(C=C1)C(C(=O)O)C